FC=1C=C(C(=NC1)\C=C\C1=CC(=C(C=C1)C(C)C)OC)Cl (E)-5-fluoro-3-chloro-2-(4-isopropyl-3-methoxystyryl)pyridine